ethynyl-triethylsilane C(#C)[Si](CC)(CC)CC